5-chloro-1-(3-fluoro-4-methylbenzyl)-4-(isoxazol-3-yl)-1,3-dihydro-2H-benzo[b]azepin-2-one ClC=1C2=C(N(C(CC1C1=NOC=C1)=O)CC1=CC(=C(C=C1)C)F)C=CC=C2